2-methylpyrazolo[1,5-a]pyridine-6-carboxylic acid methyl ester COC(=O)C=1C=CC=2N(C1)N=C(C2)C